2,4-dichloro-6-hydroxytriazine sodium salt [Na].ClN1NC(=CC(=N1)Cl)O